4-(6-bromo-7-methyl-3H-imidazo[4,5-b]pyridine-3-yl)-7-fluoro-2-isobutyl-2,8-dimethyl-2H-benzo[e][1,3]oxazine BrC=1C(=C2C(=NC1)N(C=N2)C2=NC(OC1=C2C=CC(=C1C)F)(C)CC(C)C)C